C(C)(=O)NNC(C[C@H](CC(C)C)NC(OC(C)(C)C)=O)=O tertbutyl (S)-(1-(2-acetylhydrazineyl)-5-methyl-1-oxohexan-3-yl)carbamate